S(OC=C)(O)(=O)=O vinyl bisulfate